bis-myristyl 3,3'-thiodipropionate S(CCC(=O)OCCCCCCCCCCCCCC)CCC(=O)OCCCCCCCCCCCCCC